C(C)(=O)OCC1C2C=CC(C1)C2 2-acetoxymethylbicyclo[2.2.1]Hept-5-ene